methyl 2,3-dihydropyrrolo[3,2-c]pyridine-1,6-dicarboxylate N1(CCC=2C=NC(=CC21)C(=O)[O-])C(=O)OC